(R)-1-(2-fluoro-4-(6-(2-(1-(3-(trifluoromethoxy)phenyl)-1H-imidazol-4-yl)-acetamido)pyridazin-3-yl)butyl)-N-methyl-1H-1,2,3-triazole-4-carboxamide F[C@@H](CN1N=NC(=C1)C(=O)NC)CCC=1N=NC(=CC1)NC(CC=1N=CN(C1)C1=CC(=CC=C1)OC(F)(F)F)=O